(6E,10E)-2-bromo-13-((R)-6-((tert-butyldimethylsilyl)-oxy)-2,5,7,8-tetramethylchroman-2-yl)-2,6,10-trimethyltridecan-6,10-dien-3-ol BrC(C)(C(CC\C(=C\CC\C(=C\CC[C@]1(OC2=C(C(=C(C(=C2CC1)C)O[Si](C)(C)C(C)(C)C)C)C)C)\C)\C)O)C